Cl.CN1[C@H](CCC1)/C=C/C(=O)O (R,E)-3-(1-methylpyrrolidin-2-yl)acrylic acid hydrochloride